7-(3-((4-(Trifluoromethyl)phenyl)thio)pyrazin-2-yl)-4H-benzo[e][1,2,4]thiadiazine 1,1-dioxide FC(C1=CC=C(C=C1)SC=1C(=NC=CN1)C1=CC2=C(NC=NS2(=O)=O)C=C1)(F)F